O1C(=NCC1)C1=C(C=CC=C1)O o-(4,5-Dihydro-1,3-oxazol-2-yl)phenol